2-(4-boraphenyl)-2-methylpropanoic acid C1(=CC=BC=C1)C(C(=O)O)(C)C